Cl.C1(CC1)N cyclopropanamin-hydrochlorid